ClC1=NC=C(C=C1)C(C)C 2-chloro-5-isopropylpyridine